C1NCC2C1CNC2 octahydropyrrolo[3,4-c]pyrrol